(4R,5R)-2-ethyl-2-(2-fluoro-[1,1'-biphenyl]-4-yl)-1,3-dioxolane-4,5-dicarboxylic acid dimethyl ester COC(=O)[C@@H]1OC(O[C@H]1C(=O)OC)(C1=CC(=C(C=C1)C1=CC=CC=C1)F)CC